[Na].[Na].OC=1C(=C2C=CC(=CC2=CC1)S(=O)(=O)O)N=NC1=C(C=C(C(=C1)C)S(=O)(=O)O)OC 6-hydroxy-5-[(2-methoxy-5-methyl-4-sulfophenyl)azo]-2-naphthalenesulfonic acid disodium